2-[6-[4-Chloro-3-(difluoromethoxy)phenyl]-3-fluoro-pyrazolo[4,3-b]pyridin-1-yl]-1-(3-methylazetidin-1-yl)ethanone ClC1=C(C=C(C=C1)C=1C=C2C(=NC1)C(=NN2CC(=O)N2CC(C2)C)F)OC(F)F